ClC1=CC=C2C(=N1)NC(=C2)C2=C(OC=C2)C(F)F 6-chloro-2-(2-(difluoromethyl)furan-3-yl)-1H-pyrrolo[2,3-b]Pyridine